(methylenebis-2,1-phenylene)bis(phosphine) C(C1=C(C=CC=C1)P)C1=C(C=CC=C1)P